4-{2-Ethoxy-6-[6-({[(1-fluorocyclobutyl)methyl]amino}methyl)-1-oxo-3H-isoindol-2-yl]pyridin-4-yl}-3-(4-methyl-1,2,4-triazol-3-yl)benzonitrile C(C)OC1=NC(=CC(=C1)C1=C(C=C(C#N)C=C1)C1=NN=CN1C)N1C(C2=CC(=CC=C2C1)CNCC1(CCC1)F)=O